N-(2'-hydroxy-3-phenyl-[1,1'-binaphthyl]-2-yl)benzamide OC1=C(C2=CC=CC=C2C=C1)C1=C(C(=CC2=CC=CC=C12)C1=CC=CC=C1)NC(C1=CC=CC=C1)=O